N-Boc-2,5-dibromopyrrole C(=O)(OC(C)(C)C)N1C(=CC=C1Br)Br